C1(CCCCC1)N1N=NN=C1CCCCOC=1C=C2CCC(NC2=CC1)=O 6-[4-(1-cyclohexyl-1H-tetrazol-5-yl)butoxy]-3,4-dihydroquinolin-2(1H)-one